methyl (R)-1-((((9H-fluoren-9-yl)methoxy)carbonyl)glycyl)-2-allylpyrrolidine-2-carboxylate C1=CC=CC=2C3=CC=CC=C3C(C12)COC(=O)NCC(=O)N1[C@@](CCC1)(C(=O)OC)CC=C